(2R)-2-(6-{5-chloro-2-[(1-methyl-1H-1,2,3-triazol-4-yl)amino]pyridin-4-yl}-1-oxo-2,3-dihydro-1H-isoindol-2-yl)-N-[(1R)-1-[6-(4-methylpiperazin-1-yl)pyridin-2-yl]ethyl]propanamide ClC=1C(=CC(=NC1)NC=1N=NN(C1)C)C1=CC=C2CN(C(C2=C1)=O)[C@@H](C(=O)N[C@H](C)C1=NC(=CC=C1)N1CCN(CC1)C)C